NC=1C=C(C(=CC1N)C1=CC=CC=C1)C1=CC=CC=C1 4',5'-diamino-[1,1':2',1''-terphenyl]